[Ag].[SH2]=N sulfimide silver salt